[N+](=O)([O-])[O-].[Li+] lithium (nitrate)